[C@H]12CN(C[C@H](CC1)N2)C2=C(C(=NC1=C(C(=CC=C21)C2=CC(=CC1=CC=CC(=C21)F)O)F)OC[C@]21CCCN1C[C@@H](C2)F)C#N 4-((1R,5S)-3,8-diazabicyclo[3.2.1]octan-3-yl)-8-fluoro-7-(8-fluoro-3-hydroxynaphthalen-1-yl)-2-(((2R,7aS)-2-fluorotetrahydro-1H-pyrrolizin-7a(5H)-yl)methoxy)quinoline-3-carbonitrile